trans-4-(trans-4-methylcyclohexyl)cyclohexylmethanol C[C@@H]1CC[C@H](CC1)[C@@H]1CC[C@H](CC1)CO